6-chloro-N,4-dimethylpyridin-2-amine ClC1=CC(=CC(=N1)NC)C